(2R,3S)-1-(tert-butoxycarbonyl)-3-(morpholine-4-carbonyl)piperidine-2-carboxylic acid C(C)(C)(C)OC(=O)N1[C@H]([C@H](CCC1)C(=O)N1CCOCC1)C(=O)O